4-[3-(2,6-Dichloro-4-furo[3,2-c]pyridin-7-ylbenzoyl)-2,4-dihydro-1,3-benzoxazin-8-yl]-5-fluoro-2-(3-oxa-8-azabicyclo[3.2.1]octan-8-yl)benzoic acid ClC1=C(C(=O)N2COC3=C(C2)C=CC=C3C3=CC(=C(C(=O)O)C=C3F)N3C2COCC3CC2)C(=CC(=C1)C=1C2=C(C=NC1)C=CO2)Cl